2-(6-((4-((5-Cyclopropyl-1H-pyrazol-3-yl)amino)pyrimidin-2-yl)(methyl)amino)-2-azaspiro[3.3]heptan-2-yl)-N-(4-(methylsulfonyl)phenyl)acetamide C1(CC1)C1=CC(=NN1)NC1=NC(=NC=C1)N(C1CC2(CN(C2)CC(=O)NC2=CC=C(C=C2)S(=O)(=O)C)C1)C